8-Bromo-2-(4-chloro-2-fluoro-phenyl)chroman-4-one methyl-(S)-2-((S)-2-amino-4-methylpentanamido)-3-((S)-2-oxopyrrolidin-3-yl)propanoate hydrochloride Cl.COC([C@H](C[C@H]1C(NCC1)=O)NC([C@H](CC(C)C)N)=O)=O.BrC=1C=CC=C2C(CC(OC12)C1=C(C=C(C=C1)Cl)F)=O